(S)-3',7'-Dimethyl-6',7'-dihydrospiro[piperidine-4,4'-pyrazolo[5,1-c][1,4]oxazine] CC=1C=NN2C1C1(OC[C@@H]2C)CCNCC1